FC(C1=CC=C(C=C1)C1=CC2=C(N=C(S2)N)C=C1)(F)F 6-[4-(trifluoromethyl)phenyl]-1,3-benzothiazol-2-amine